NC1=NN2C(C=C(C=C2)C=2C(=C(C(=O)NCC(C(C3=CC=C(C=C3)OC)O)(F)F)C(=CC2)Cl)F)=N1 3-(2-amino-[1,2,4]triazolo[1,5-a]pyridin-7-yl)-6-chloro-N-(2,2-difluoro-3-hydroxy-3-(4-methoxyphenyl)propyl)-2-fluorobenzamide